N1=C(C=CC=C1)C=1C=C2C=NC=NC2=C(C1)C=1C=C(C=CC1)NC(C=C)=O N-(3-(6-(pyridin-2-yl)quinazolin-8-yl)phenyl)acrylamide